FC(C1CCN(CC1)C1=CC=C(C=N1)C1(CC2(C1)CC(C2)N)N)(F)F 2-(6-(4-(trifluoromethyl)piperidin-1-yl)pyridin-3-yl)spiro[3.3]heptane-2,6-diamine